3-[1-[tert-butyl-(dimethyl)silyl]oxypropyl]-4,5-dihydroisoxazole-5-carboxylic acid ethyl ester C(C)OC(=O)C1CC(=NO1)C(CC)O[Si](C)(C)C(C)(C)C